N1=CC=C(C=C1)C1=NOC(=N1)C=1C=CC2=C(C(CC3(CCCC3)O2)=O)C1 6-[3-(pyridin-4-yl)-1,2,4-oxadiazol-5-yl]-3,4-dihydrospiro[1-benzopyran-2,1'-cyclopentane]-4-one